[(2R,3S,7S)-7-(6-tert-butyl-5-methyl-pyrrolo[2,3-b]pyrazin-3-yl)-3-(cyclopropylmethyl)azepan-2-yl]methanol C(C)(C)(C)C1=CC=2C(=NC(=CN2)[C@@H]2CCC[C@H]([C@@H](N2)CO)CC2CC2)N1C